[13CH]([13CH3])([13CH3])O iso-propanol-13C3